Tributylamine octanoate C(CCCCCCC)(=O)O.C(CCC)N(CCCC)CCCC